(2-chloro-4-((R)-3-Methylmorpholino)thieno[3,2-d]pyrimidin-7-yl)((R)-2-(hydroxymethyl)pyrrolidin-1-yl)methanone ClC=1N=C(C2=C(N1)C(=CS2)C(=O)N2[C@H](CCC2)CO)N2[C@@H](COCC2)C